3-(5-(4-((1-(4-((2-amino-9-chloro-10-oxo-10H-chromeno[3,2-b]pyridin-3-yl)oxy)phenyl)piperidin-4-yl)methyl)piperazin-1-yl)-1-oxoisoindolin-2-yl)piperidine-2,6-dione NC1=C(C=C2C(=N1)C(C=1C(=CC=CC1O2)Cl)=O)OC2=CC=C(C=C2)N2CCC(CC2)CN2CCN(CC2)C=2C=C1CN(C(C1=CC2)=O)C2C(NC(CC2)=O)=O